ClC=1C=C(C=CC1F)NC(N([C@@H](C)C1=CNC(C2=CC=CC=C12)=O)CCS(=O)(=O)C)=O (S)-3-(3-chloro-4-fluorophenyl)-1-(2-(methylsulfonyl)ethyl)-1-(1-(1-oxo-1,2-dihydroisoquinolin-4-yl)ethyl)urea